COCC(=O)N1CCN(CC1)C1=CC(=NC=C1)NC=1SC2=C(N1)C=CC(=C2)C=2C=NNC2C 2-methoxy-1-(4-(2-((6-(5-methyl-1H-pyrazol-4-yl)benzo[d]thiazol-2-yl)amino)pyridin-4-yl)piperazin-1-yl)ethanone